NCC=1OC2=C(C1)C=C(C(=C2)C(=O)NC2(CC2)C2=CC=CC1=CC=CC=C21)C 2-(aminomethyl)-5-methyl-N-(1-(naphthalen-1-yl)cyclopropyl)benzofuran-6-carboxamide